Butyl (R)-5-methoxy-4-((2-(4-(methoxycarbonyl)phenyl)piperazin-1-yl)methyl)-7-methyl-1H-indole-1-carboxylate COC=1C(=C2C=CN(C2=C(C1)C)C(=O)OCCCC)CN1[C@@H](CNCC1)C1=CC=C(C=C1)C(=O)OC